4-fluorophenylethyl-ammonium chloride [Cl-].FC1=CC=C(C=C1)CC[NH3+]